FC(C(C(C(C(C(F)(F)F)(F)F)(F)F)(F)F)(F)F)(O)F perfluoro-1-hexanol